4,4-bis(6-hydroxyhexyloxy)biphenyl OCCCCCCOC1(CC=C(C=C1)C1=CC=CC=C1)OCCCCCCO